C(C)(=O)OCC1(C=C2C(C(C3(C(=C2C1OC(CCCC(=O)O)=O)C)CC3)(C)O)=O)C 5-((2'-(acetoxymethyl)-6'-hydroxy-2',4',6'-trimethyl-7'-oxo-2',3',6',7'-tetrahydrospiro[cyclopropane-1,5'-inden]-3'-yl)oxy)-5-oxopentanoic acid